FC1(CC(N(CC1)C(=O)[O-])C1=CC=CC=C1)F 4,4-difluoro-2-phenyl-piperidine-1-carboxylate